O=[13CH][13C@H](O)[C@@H](O)[C@H](O)[C@H](O)CO [1,2-13C2]Glucose